CN(C[C@@H](CCCN1C(C2=CC(=C(C=C2C=C1)C1=NC=C(C=N1)C(F)(F)F)F)=O)NC=1C=NN(C(C1C(F)(F)F)=O)COCC[Si](C)(C)C)C 2-[(4R)-5-(dimethylamino)-4-[[6-oxo-5-(trifluoromethyl)-1-(2-trimethylsilylethoxymethyl)pyridazin-4-yl]amino]pentyl]-7-fluoro-6-[5-(trifluoromethyl)pyrimidin-2-yl]isoquinolin-1-one